C(C)C1=C(C(=CC(=C1)[N+](=O)[O-])CC)CC(=N)C1=NC=CC=C1 (2,6-diethyl-4-nitrophenyl)-1-(pyridin-2-yl)ethane-1-imine